samarium benzene acrylate C(C=C)(=O)[O-].C1=CC=CC=C1.[Sm+3].C(C=C)(=O)[O-].C(C=C)(=O)[O-]